5-bromo-[1,2,4]triazolo[1,5-a]pyridine-2-amine BrC1=CC=CC=2N1N=C(N2)N